C1(CCCCC1)OC1=NC(=NC=C1C)NC=1C=CC(=C(C(=O)OC)C1)B1OC(C(O1)(C)C)(C)C methyl 5-((4-(cyclohexyloxy)-5-methyl-pyrimidin-2-yl)amino)-2-(4,4,5,5-tetramethyl-1,3,2-dioxaborolan-2-yl)benzoate